hexadecyl-cyclotetrasiloxane sodium silicate [Si]([O-])([O-])([O-])[O-].[Na+].C(CCCCCCCCCCCCCCC)[SiH]1O[SiH2]O[SiH2]O[SiH2]O1.[Na+].[Na+].[Na+]